Cl.C(C)OC([C@@H](NC(CCCCCCCCCCC)=O)CCCNC(N)=N)=O Nα-Lauroyl-L-arginine ethyl ester monohydrochloride